C(C)(C)(C)OC(=O)N1CC(CCC1)[C@H]1C[C@@H]([C@@H]2OC(O[C@@H]21)(C)C)O.ClC=2C=C(C=CC2Cl)CC(=O)N 2-(3,4-dichlorophenyl)acetamide tert-butyl-3-[(3aR,4R,6S,6aS)-6-hydroxy-2,2-dimethyl-tetrahydro-3aH-cyclopenta[d][1,3]dioxol-4-yl]piperidine-1-carboxylate